BrC1=C(CC(C(=O)OC)C(C)=O)C=C(C=C1)I methyl 2-(2-bromo-5-iodobenzyl)-3-oxobutanoate